BrC1=CC2=C(C=N1)N=C(N2[C@H]2C[C@H](CCC2)NC(OC(C)(C)C)=O)S(=O)(=O)C tert-butyl ((1S,3R)-3-(6-bromo-2-(methylsulfonyl)-1H-imidazo[4,5-c]pyridin-1-yl)cyclohexyl)carbamate